2,4,5-triamino-6-hydroxypyrimidinesulfate C1(=C(N=C(N=C1OS(=O)(=O)O)N)N)N